(2,2'-bipyridine) nickel dichloride [Ni](Cl)Cl.N1=C(C=CC=C1)C1=NC=CC=C1